2-(benzo[d][1,3]dioxolen-4-yl)pyrrolidine O1COC2=C1C=CC=C2C2NCCC2